3-(1-methylsulfonylcyclopropyl)-1H-pyrazole CS(=O)(=O)C1(CC1)C1=NNC=C1